7-fluoro-1,5-naphthyridine-3-carbonitrile FC1=CN=C2C=C(C=NC2=C1)C#N